2-ethynyl-4-methyl-1-[(2-oxohexahydropyrimidin-5-yl)methyl]-1H-indole-5-carbaldehyde C(#C)C=1N(C2=CC=C(C(=C2C1)C)C=O)CC1CNC(NC1)=O